Methyl 3-[[3-(tert-butoxycarbonylamino)-2-methoxy-propyl]amino]-4-nitro-benzoate C(C)(C)(C)OC(=O)NCC(CNC=1C=C(C(=O)OC)C=CC1[N+](=O)[O-])OC